methyl 2-(chloromethyl)-3-[(3-methylimidazol-4-yl)methyl]benzimidazole-5-carboxylate ClCC=1N(C2=C(N1)C=CC(=C2)C(=O)OC)CC=2N(C=NC2)C